C(N)(OC(CC1=C(C=C(C(=C1)OC)Br)OC)CC)=O (1-(4-bromo-2,5-dimethoxyphenyl) butan-2-yl) carbamate